(3-chloro-6-(difluoromethyl)-2-fluorophenyl)-N-(1-(1-(4-(hydroxymethyl)-2-(2-oxo-3-azabicyclo[3.1.0]hex-3-yl)pyrimidin-5-yl)ethyl)-1H-pyrazol-4-yl)pyrazine-2-carboxamide ClC=1C(=C(C(=CC1)C(F)F)C=1C(=NC=CN1)C(=O)NC=1C=NN(C1)C(C)C=1C(=NC(=NC1)N1C(C2CC2C1)=O)CO)F